C1(CCCCCC1)NC(=O)C=1C2=C(N=C(N1)N1C=NC=C1)C=CN2 N-cycloheptyl-2-(1H-imidazol-1-yl)-5H-pyrrolo[3,2-d]pyrimidine-4-carboxamide